N-(2-chloro-5-methoxyphenyl)-6-methoxy-7-[(1-methylpiperidin-4-yl)methoxy]quinazoline ClC1=C(C=C(C=C1)OC)N1CN=CC2=CC(=C(C=C12)OCC1CCN(CC1)C)OC